Cl.C(C)(C)(C)OC([C@@H](N)C(C)C)=O L-valine tert-butyl ester, hydrochloride